C1(CC1)C=1N=NN(C1)[C@H](C(=O)N1[C@@H](C[C@H](C1)O)C(=O)NCCCC1=NC2=C(N1C)C=CC(=C2)F)C(C)(C)C (2S,4r)-1-[(2S)-2-(4-cyclopropyl-triazol-1-yl)-3,3-dimethyl-butyryl]-N-[3-(5-fluoro-1-methyl-benzoimidazol-2-yl)propyl]-4-hydroxy-pyrrolidine-2-carboxamide